(R)-4-(3-(3-aminoazepan-1-carbonyl)-1-(2-fluoro-4-(piperidin-1-yl)phenyl)-1H-pyrazol-5-yl)-2-fluorobenzonitrile N[C@H]1CN(CCCC1)C(=O)C1=NN(C(=C1)C1=CC(=C(C#N)C=C1)F)C1=C(C=C(C=C1)N1CCCCC1)F